C(CC)C=1NC=2N(C(C1)=O)N=C(N2)NCC=2C=C1C=CC=NC1=CC2 5-propyl-2-(6-quinolylmethyl-amino)-4H-[1,2,4]triazolo[1,5-a]pyrimidin-7-one